[Mg].CC1C(N(CCC1)C)(C)C tetramethyl-piperidine magnesium